N1C=C(C2=NC=CC=C21)NC(N)=O 3-(1H-pyrrolo[3,2-b]pyridin-3-yl)urea